CC([C@@H](C(=O)N1[C@@H]([C@H]2[C@H]3[C@@H](C[C@@H]([C@H]2C1)C3)F)C(=O)O)NC(C(F)(F)F)=O)(C)C (1S,3aR,4S,6R,7S,7aR)-2-((S)-3,3-dimethyl-2-(2,2,2-trifluoroacetamido)butanoyl)-6-fluorooctahydro-1H-4,7-methanoisoindole-1-carboxylic acid